succinimidyl α-methylbutyrate CC(C(=O)ON1C(CCC1=O)=O)CC